allyl para-tertiary butyl-phenyl ether C(C)(C)(C)C1=CC=C(C=C1)OCC=C